[Cd].[Pt] platinum-cadmium